5-(2,4-Dimethoxyphenyl)-1,3,3,5,7-pentamethyloctahydrobenzo[c]isoxazol COC1=C(C=CC(=C1)OC)C1(CC2C(N(OC2(C)C)C)C(C1)C)C